C(=S)O.C(C)N(CC)[Na] diethylaminosodium thioformate